C1(CCCCCCC1)C(C1=NC2=C(N1)C=CC(=C2F)C2CCN(CC2)C(=O)OC(C)(C)C)NC(=O)C=2C(=NOC2)C tert-Butyl 4-(2-{cyclooctyl[(3-methylisoxazole-4-carbonyl)amino]methyl}-4-fluoro-1H-benzimidazol-5-yl)piperidine-1-carboxylate